3,4-bis(benzyloxy)phenol C(C1=CC=CC=C1)OC=1C=C(C=CC1OCC1=CC=CC=C1)O